BrCCOC1=CC(=C(C=C1)C1(COC1)S(=O)(=O)C)C(F)(F)F 3-[4-(2-bromoethoxy)-2-(trifluoromethyl)phenyl]-3-methanesulfonyloxetane